4-(1-(5-isocyanatopyridin-2-yl)-5-methoxy-3-methyl-1H-pyrazol-4-yl)benzonitrile N(=C=O)C=1C=CC(=NC1)N1N=C(C(=C1OC)C1=CC=C(C#N)C=C1)C